CC1=C(C=CC=C1)C(CC(=O)C1=CC=CC=C1)=O 1-(2-methylphenyl)-3-phenyl-1,3-propanedione